3-Methoxybenzoic acid, 3-pentyl ester COC=1C=C(C(=O)OC(CC)CC)C=CC1